N-(3'-(5-(1-aminoethyl)-7-cyanobenzo[d]oxazol-2-yl)-2-chloro-2'-methyl-[1,1'-biphenyl]-3-yl)-1,5-dimethyl-4,5,6,7-tetrahydro-1H-imidazo[4,5-c]pyridine-2-carboxamide NC(C)C=1C=C(C2=C(N=C(O2)C=2C(=C(C=CC2)C2=C(C(=CC=C2)NC(=O)C=2N(C3=C(CN(CC3)C)N2)C)Cl)C)C1)C#N